C(C)(C)(C)N1CCN(CC1)C1=CC=C(C=C1)NC1=NC(=NC=2N1N=CC2Cl)C2=C(C=CC=C2F)F N-(4-(4-(tert-butyl)piperazin-1-yl)phenyl)-8-chloro-2-(2,6-difluorophenyl)pyrazolo[1,5-a][1,3,5]triazin-4-amine